C(#N)/C(/C(=O)NC(OCC)=O)=N/NC1=CC(=C(C(=C1)C)CC=1C=C2C(=CN(C2=CC1)S(=O)(=O)C1=CC=C(C)C=C1)C(C)C)C ethyl (Z)-(2-cyano-2-(2-(4-((3-isopropyl-1-tosyl-1H-indol-5-yl)methyl)-3,5-dimethylphenyl)hydrazineylidene)acetyl)carbamate